N[C@@H]1[C@H](O)O[C@H]([C@H]([C@H]1OCC1=CC=CC=C1)O)CO 2-amino-3-O-benzyl-2-deoxy-alpha-L-galactopyranose